8-aminooctanal NCCCCCCCC=O